calcium monoethyl-3,5-di-tert-butyl-4-hydroxybenzylphosphonate salt C(C)OP([O-])(=O)CC1=CC(=C(C(=C1)C(C)(C)C)O)C(C)(C)C.[Ca+]